N[C@@H](CC1=CC=CC=C1)C(=O)N[C@@H](CCC(=O)O)C(=O)O L-phenylalanyl-L-glutamic acid